2-amino-4,5-dichlorophenol NC1=C(C=C(C(=C1)Cl)Cl)O